3,3,3-Trifluoroprop-1-en-2-yl 3-(5-fluoro-3-phenyl-1H-indazol-1-yl)-2,2-dimethylpropanoate FC=1C=C2C(=NN(C2=CC1)CC(C(=O)OC(=C)C(F)(F)F)(C)C)C1=CC=CC=C1